C(C)(C)(C)OC(=O)N(C(=O)OC(C)(C)C)C1=NC(=CC=C1F)CN1N=C2N(C(=NC(=C2C2=CC(=NC(=C2)C)C)C2=CC=CC=C2)N)C1=O N,N-di-tert-butoxycarbonyl-(6-((5-amino-8-(2,6-dimethylpyridin-4-yl)-3-oxo-7-phenyl-[1,2,4]triazolo[4,3-c]pyrimidin-2(3H)-yl)methyl)-3-fluoropyridin-2-yl)amine